CC1(CCCC(CCC1)(CO)CO)C dimethylcyclooctane-1,1-dimethanol